C(CCCCCCCCCCC)(=O)N(CCC(=O)[O-])C.NCCS(=O)(=O)O.[Na+] sodium taurine lauroyl-methyl-β-alaninate